(2s,3r)-2,3-epoxy-8-methyl-1-nonanol CC(CCCC[C@@H]1[C@H](CO)O1)C